CC1(C(CCC1)C(=O)N)C(=O)N methylcyclopentane-1,2-dicarboxamide